3-fluoro-o-aminobenzaldehyde FC=1C(=C(C=O)C=CC1)N